N1=CC=C(C2=CC=CC=C12)NCCC#CC1=CC=C(O1)\C=N/O (Z)-5-(4-(quinolin-4-ylamino)but-1-yn-1-yl)furan-2-carbaldehyde oxime